C1(CCCCC1)CNC(CC1N(C(CC1)=O)CC1=CC=C(C=C1)C)=O N-(cyclohexylmethyl)-2-[1-[(4-methylphenyl)methyl]-5-oxopyrrolidin-2-yl]acetamid